ClC=1C=C(C#N)C=C(C1)C(C)(C)C1=CC=C(C=C1)OCC1=NC(=NC=C1)N1CCC(CC1)C1CCN(CC1)CC1CCN(CC1)C=1C=C2C(N(C(C2=CC1)=O)C1C(NC(CC1)=O)=O)=O 3-chloro-5-(2-(4-((2-(1'-((1-(2-(2,6-dioxopiperidin-3-yl)-1,3-dioxoisoindolin-5-yl)piperidin-4-yl)methyl)-[4,4'-bipiperidin]-1-yl)pyrimidin-4-yl)methoxy)phenyl)propan-2-yl)benzonitrile